BrC1=CC=CN2C(=CC=C12)C(=O)C1=CC(=C(C(=C1)F)F)F (8-bromoindolizin-3-yl)(3,4,5-trifluorophenyl)methanone